8-(2-methyl-2-adamantyloxycarbonylmethyloxycarbonyl)-tetracyclo[4.4.0.12,5.17,10]-3-dodecene CC1(C2CC3CC(CC1C3)C2)OC(=O)COC(=O)C2C3C1C4C=CC(C1C(C2)C3)C4